fluoro-N2-(3,4,5-trimethoxyphenyl)-2,4-pyrimidinediamine FC=1C(=NC(=NC1)NC1=CC(=C(C(=C1)OC)OC)OC)N